C[C@@H]1[C@H]([C@@H]([C@@H]([C@H](O1)OC)OC)O)NC(=O)[C@H](CCO)O The molecule is an N-acyl-hexosamine that is the methyl alpha-glycoside of the terminal moiety, and presumed antigenic determinant, of the O-specific polysaccharide of Vibrio cholerae O:1, serotype Ogawa. It has a role as an epitope. It is a N-acyl-hexosamine and a methyl mannoside. It derives from an alpha-D-mannose.